[In].OC1=C(C=C(C(=C1)O)C(C)C)C1=NN=C(N1C1=CC=C(CNC(C)=O)C=C1)S N-(4-(3-(2,4-dihydroxy-5-isopropylphenyl)-5-mercapto-4H-1,2,4-triazol-4-yl)benzyl)acetamide Indium